C(C)(C)(C)C=1C(=C(C=CC1)S(=O)(=O)O)N tert-butyl-aminobenzenesulfonic acid